5-chloro-N1-(3-chlorophenyl)-N1,2-dimethylbenzene-1,3-diamine ClC=1C=C(C(=C(C1)N(C)C1=CC(=CC=C1)Cl)C)N